C(C)OC=CC=1C(=NC(N(C1)C(C(=O)OC)CC(C)C)=O)C(F)(F)F methyl 2-(5-(2-ethoxyvinyl)-2-oxo-4-(trifluoromethyl) pyrimidin-1(2H)-yl)-4-methylpentanoate